3-pentadecyl-5-(4,4,5,5-tetramethyl-1,3,2-dioxaborolan-2-yl)phenyl pivalate C(C(C)(C)C)(=O)OC1=CC(=CC(=C1)B1OC(C(O1)(C)C)(C)C)CCCCCCCCCCCCCCC